tris(2-thienyl)phosphine S1C(=CC=C1)P(C=1SC=CC1)C=1SC=CC1